N-(7-cyclopropoxy-4-((2-(2-fluorophenyl)pyridin-4-yl)amino)quinazolin-6-yl)-2-fluoroacrylamide C1(CC1)OC1=C(C=C2C(=NC=NC2=C1)NC1=CC(=NC=C1)C1=C(C=CC=C1)F)NC(C(=C)F)=O